O[C@@H]([C@H](COC1OC(C(C(C1O)O)O)CO)NC(CCCCCCCCCCC1[C@H]2C([C@@H](CC1)C2)(C)C)=O)[C@@H](CCCCCCCCCCCCCC)O N-[(2S,3S,4R)-3,4-dihydroxy-1-{[3,4,5-trihydroxy-6-(hydroxymethyl)oxan-2-yl]oxy}octadecan-2-yl]-11-[(1S,5S)-6,6-dimethylbicyclo[3.1.1]heptan-2-yl]undecanamide